NC1=C2C(=NC=N1)N(N=C2C=2NC1=CC(=CC=C1C2Cl)C(=O)NC2CC2)C2CCOCC2 2-[4-Amino-1-(oxan-4-yl)-1H-pyrazolo[3,4-d]pyrimidin-3-yl]-3-chloro-N-cyclopropyl-1H-indole-6-carboxamide